copper-chromium-silicon-manganese [Mn].[Si].[Cr].[Cu]